benzyl 4-(7-(aminomethyl)-1,6-naphthyridin-2-yl)piperazine-1-carboxylate NCC1=NC=C2C=CC(=NC2=C1)N1CCN(CC1)C(=O)OCC1=CC=CC=C1